C1(CC1)OC1CN(C1)C1=NN(C2=C1C=NC(=C2)C2=NN(C=C2N)C2OCCCC2)CC2(CC2)F 3-[3-[3-(cyclopropoxy)azetidin-1-yl]-1-[(1-fluorocyclopropyl)methyl]pyrazolo[4,3-c]pyridin-6-yl]-1-tetrahydropyran-2-yl-pyrazol-4-amine